N1(CCOCC1)C=1C=CC=CC1 3-(morpholin-4-yl)benzene